BrC1=C2C=NN(C2=CC(=C1CCCO)Cl)C1OCCCC1 3-(4-bromo-6-chloro-1-(tetrahydro-2H-pyran-2-yl)-1H-indazol-5-yl)propan-1-ol